ClC1=NN(C2=CC=C(C=C12)COC1=CC=C2C=C(COC2=C1)C=O)CCC 7-(3-chloro-1-propyl-1H-indazol-5-ylmethoxy)-2H-chromene-3-carbaldehyde